tert-butyl (S)-4-(2-((3-(4-(benzyloxy)phenyl)-1-(isopropylamino)-1-oxopropan-2-yl)amino)-2-oxoethyl)piperidine-1-carboxylate C(C1=CC=CC=C1)OC1=CC=C(C=C1)C[C@@H](C(=O)NC(C)C)NC(CC1CCN(CC1)C(=O)OC(C)(C)C)=O